O1C(CCCC1)OCC#CCCCC#N 7-((tetrahydro-2H-pyran-2-yl)oxy)hept-5-ynenitrile